6-(3-Hydroxypropyl)-1-(2-morpholinoethyl)-3,4-dihydro-quinolin-2(1H)-one OCCCC=1C=C2CCC(N(C2=CC1)CCN1CCOCC1)=O